C1(CC1)N(C(=O)N)C1=C(C(=CC=C1)C)C N-cyclopropyl-N-(2,3-dimethylphenyl)urea